tert-butyl 3-(3-fluoro-4-(7-((1-methylpiperidin-4-yl)carbamoyl)benzo[d]imidazo[2,1-b]thiazol-2-yl)phenyl)morpholine-4-carboxylate FC=1C=C(C=CC1C=1N=C2SC3=C(N2C1)C=CC(=C3)C(NC3CCN(CC3)C)=O)C3N(CCOC3)C(=O)OC(C)(C)C